CN1N=CC(=C1)C=1N=CC=2N(C1)N=CC2C2=CC=C(C=C2)CC(=O)NC2=NOC(=C2)C(C(F)(F)F)(C)C 2-(4-(6-(1-methyl-1H-pyrazol-4-yl)pyrazolo[1,5-a]pyrazin-3-yl)phenyl)-N-(5-(1,1,1-trifluoro-2-methylpropan-2-yl)isoxazol-3-yl)acetamide